CN1C=NC=C1CN1CC2(C1)CN(C2)S(=O)(=O)C=2C(=NC(=CC2)C(F)(F)F)C 2-((1-methyl-1H-imidazol-5-yl)methyl)-6-((2-methyl-6-(trifluoromethyl)pyridin-3-yl)sulfonyl)-2,6-diazaspiro[3.3]heptane